CC(C(=O)OCCCC1=C(C(=CC(=C1)C1=C(C=C(C=C1)C1=CC=C(C=C1)CCCCC)CC)CCCOC(C(=C)C)=O)OCCC(CO)CO)=C 3-{5-[2-ethyl-4-(4-pentylphenyl) phenyl]-2-[4-hydroxy-3-(hydroxymethyl) butoxy]-3-{3-[(2-methylprop-2-enoyl) oxy] propyl} phenyl}-propyl 2-methylprop-2-enoate